(difluoromethyl)-1,3,4-oxadiazol FC(F)C=1OC=NN1